ClC=1C(=NC=2CN(CCC2C1)CC1=NC2=C(N1C[C@H]1OCC1)C=C(C(=C2)F)C(=O)O)OCC2=C(C=C(C=C2)Cl)F 2-({3-chloro-2-[(4-chloro-2-fluorophenyl)methoxy]-5,6,7,8-tetrahydro-1,7-naphthyridin-7-yl}methyl)-5-fluoro-1-{[(2S)-oxetan-2-yl]methyl}-1H-1,3-benzodiazole-6-carboxylic acid